NC1=CC(=C(C#N)C=C1)CS(=O)(=O)C 4-amino-2-((methylsulfonyl)methyl)benzonitrile